C1(CC1)C(=O)NC=1SC2=C(C1C(=O)NCC1CC1)C[C@H](CC2)NC=2C=NC(=CC2)C=2OC(=NN2)C (5S)-2-(cyclopropanecarbonylamino)-N-(cyclopropylmethyl)-5-[[6-(5-methyl-1,3,4-oxadiazol-2-yl)-3-pyridyl]amino]-4,5,6,7-tetrahydrobenzothiophene-3-carboxamide